NC1=NC=CC=C1C1=NC=2C(=NC(=CC2)N2N=CC=C2)N1C=1C=C2CC[C@@H](C2=CC1)N1C(NC2=CC(=C(C=C2C1=O)C=O)OCC1=CC=CC=C1)=O 3-[(1S)-5-[2-(2-aminopyridin-3-yl)-5-(pyrazol-1-yl)imidazo[4,5-b]pyridin-3-yl]-2,3-dihydro-1H-inden-1-yl]-7-(benzyloxy)-2,4-dioxo-1H-quinazoline-6-carbaldehyde